C(C)C=1NC(=C(N1)C1=CC=C(C=C1)F)C=1C=CC=2N(C1)C=CN2 6-(2-Ethyl-4-(4-fluorophenyl)-1H-imidazol-5-yl)imidazo[1,2-a]pyridine